di(2-ethylhexyl) sulfosuccinate potassium [K].S(=O)(=O)(O)C(C(=O)OCC(CCCC)CC)CC(=O)OCC(CCCC)CC